1'-((S)-3-cyclopropyl-2-((methyl-d3)amino)propionyl)-5-(methylsulfonyl)-2-oxospiro[indole-3,3'-pyrrolidine]-5'-carboxamide hydrochloride Cl.C1(CC1)C[C@@H](C(=O)N1CC2(CC1C(=O)N)C(NC1=CC=C(C=C12)S(=O)(=O)C)=O)NC([2H])([2H])[2H]